2-(5-((5-chloro-4-(3-cyclopropylpiperidin-1-yl)pyrimidin-2-yl)amino)pyridin-3-yl)-8-((1-(4-nitrophenyl)piperidin-4-yl)methyl)-2,8-diazaspiro[4.5]decan-1-one ClC=1C(=NC(=NC1)NC=1C=C(C=NC1)N1C(C2(CC1)CCN(CC2)CC2CCN(CC2)C2=CC=C(C=C2)[N+](=O)[O-])=O)N2CC(CCC2)C2CC2